2-(4-fluorophenyl)-6,8-dihydro-5H-imidazo[2,1-c][1,4]oxazine FC1=CC=C(C=C1)C=1N=C2COCCN2C1